6-methoxy-2-(thiazol-2-yl)-3,4-dihydroisoquinolin-1(2H)-one COC=1C=C2CCN(C(C2=CC1)=O)C=1SC=CN1